1-[6-(4-chloroanilino)-2-methylsulfanyl-5-nitro-pyrimidin-4-yl]-4-methyl-piperidine-4-carboxylic acid ethyl ester C(C)OC(=O)C1(CCN(CC1)C1=NC(=NC(=C1[N+](=O)[O-])NC1=CC=C(C=C1)Cl)SC)C